4-(4-(1-acryloylpiperidin-4-yl)-7H-pyrrolo[2,3-d]pyrimidin-5-yl)-N-(pyridin-2-yl)benzamide C(C=C)(=O)N1CCC(CC1)C=1C2=C(N=CN1)NC=C2C2=CC=C(C(=O)NC1=NC=CC=C1)C=C2